3-chloro-N-(2,4-dimethoxybenzyl)-2,4-difluoro-N-(pyrimidin-4-yl)benzenesulfonamide ClC=1C(=C(C=CC1F)S(=O)(=O)N(C1=NC=NC=C1)CC1=C(C=C(C=C1)OC)OC)F